ClC(OC1=CC=C(C=C1)NC(=O)C1=CN(C(C=C1)=O)C=1C=NN(C1)C)(F)F N-[4-[Chloro(difluoro)methoxy]phenyl]-1-(1-methylpyrazol-4-yl)-6-oxo-pyridine-3-carboxamide